N-(2-(4-(4-cyclobutylpiperazine-1-yl)piperidine-1-yl)-5-((6-((R)-3-(2,3-difluorophenyl)isoxazolidine-2-yl)pyrimidine-4-yl)amino)-4-methoxyphenyl)acrylamide C1(CCC1)N1CCN(CC1)C1CCN(CC1)C1=C(C=C(C(=C1)OC)NC1=NC=NC(=C1)N1OCC[C@@H]1C1=C(C(=CC=C1)F)F)NC(C=C)=O